p-methylstyrene CC1=CC=C(C=C1)C=C